FC(F)Cl difluoromethyl chloride